(1R,4S)-N-ethyl-1-methyl-7-(trifluoromethyl)isochroman-4-amine C(C)N[C@@H]1CO[C@@H](C2=CC(=CC=C12)C(F)(F)F)C